8-(5-methylfuran-2-yl)-[1,2,4]triazolo[1,5-a]pyrazin-6-amine CC1=CC=C(O1)C=1C=2N(C=C(N1)N)N=CN2